S1C(=CC=C1)C(=O)[O-].[Cu+].C[Si]1(O[SiH](O[SiH](O[SiH](O1)C)C)C)CCCOCC1OC1 2,4,6,8-tetramethyl-2-[3-(oxiranylmethoxy)propyl]cyclotetrasiloxane copper(I) thiophene-2-carboxylate